N=1C=C(N2N=CC=CC21)C#CC=2C=C(C(=O)NC1=CC(=CC(=C1)C(F)(F)F)C=1N=C(SC1)C)C=CC2C 3-(imidazo[1,2-b]pyridazin-3-ylethynyl)-4-methyl-N-(3-(2-methylthiazol-4-yl)-5-(trifluoromethyl)phenyl)benzamide